C(C1=CC=CC=C1)N(C(O)=O)C1=CC(=NN1C(C)(C)C)C1CC(CC1)O.CC1=CC=C(CP(CC2=CC=C(C=C2)C)CC2=CC=C(C=C2)C)C=C1 tris(p-methylbenzyl)phosphine benzyl-(1-(tert-butyl)-3-(3-hydroxycyclopentyl)-1H-pyrazol-5-yl)carbamate